5-chloro-N-[5-fluoro-6-[([3-methyl-1H-pyrazolo[3,4-b]pyridin-5-yl]oxy)methyl]pyridin-2-yl]-2-methoxypyridine-3-sulfonamide ClC=1C=C(C(=NC1)OC)S(=O)(=O)NC1=NC(=C(C=C1)F)COC=1C=C2C(=NC1)NN=C2C